1-oxo-2-(p-toluenesulfonyl)-2,3-dihydro-1H-indene-2-carboxylic acid methyl ester COC(=O)C1(C(C2=CC=CC=C2C1)=O)S(=O)(=O)C1=CC=C(C)C=C1